6-(3-{3-azabicyclo[3.1.1]heptan-3-yl}propoxy)-7-methoxy-N-methyl-1H,2H,3H-cyclopenta[b]quinolin-9-amine C12CN(CC(C1)C2)CCCOC=2C(=CC=1C(=C3C(=NC1C2)CCC3)NC)OC